1-(3-chloro-4-(2-hydroxyethoxy)phenyl)-3-(4-isopropyl-2-(4-(trifluoromethyl)phenyl)thiazol-5-yl)propan-1-ol ClC=1C=C(C=CC1OCCO)C(CCC1=C(N=C(S1)C1=CC=C(C=C1)C(F)(F)F)C(C)C)O